(S)-N-(3,3-difluoro-1-methylpiperidin-4-yl)-5-(1-(2,2-difluoroethyl)-1H-benzo[d][1,2,3]triazol-6-yl)-4-methoxypyrrolo[2,1-f][1,2,4]triazin-2-amine FC1(CN(CC[C@@H]1NC1=NN2C(C(=N1)OC)=C(C=C2)C=2C=CC1=C(N(N=N1)CC(F)F)C2)C)F